C(C)(C)(C)N1C(N(C=2C1=C1C(=NC2)NC(=C1)C1=CC=C(C=C1)CN1CCC(CC1)S(=O)(=O)C)C)=O 1-(tert-butyl)-3-methyl-7-(4-((4-(methylsulfonyl)piperidin-1-yl)methyl)phenyl)-3,6-dihydroimidazo[4,5-d]pyrrolo[2,3-b]pyridin-2(1H)-one